C1(CC1)CNC=1C=CC=2N(N1)C(=CN2)C2=CC(=CC=C2)OC N-(cyclopropyl-methyl)-3-(3-methoxyphenyl)imidazo[1,2-b]pyridazin-6-amine